COC1=C(C(=CC(=C1)C)C)C=1C=CC2=C(N=C(NC2=O)C2CN(CCC2)C(=O)OC(C)(C)C)N1 tert-butyl 3-[7-(2-methoxy-4,6-dimethyl-phenyl)-4-oxo-3H-pyrido[2,3-d]pyrimidin-2-yl]piperidine-1-carboxylate